CC[C@@H](C)[C@H]1C(=O)N([C@H](C(=O)O[C@@H](C/C=C(/C(=O)O[C@@H](C(=O)N[C@H](C(=O)N([C@@H](C(=O)N(CC(=O)N1)C)CC2=CC=CC=C2)C)C)CC(C)C)\\C)[C@H](C)[C@@H](CCCC#C)O)C)C The molecule is a 24-membered cyclodepsipeptide isolated from the cyanobacterium, Lyngbya sp. It exhibits strong cytotoxicity against KB human nasopharyngeal carcinoma cells. It has a role as a metabolite and an antineoplastic agent. It is a cyclodepsipeptide and a macrocycle.